COC1=C(CNC2=NC=NC3=C(C=CC=C23)C(=O)NC2=C3C=CN=C(C3=CC=C2C)NC2=C(C(=CC(=C2F)F)F)F)C=CC(=C1)OC 4-((2,4-dimethoxybenzyl)amino)-N-(6-methyl-1-((2,3,5,6-tetrafluorophenyl)amino)isoquinolin-5-yl)quinazoline-8-carboxamide